C(C)OC(=O)C=1C(=NC=CC1OC1CC1)F.CN1N=CC=C1C1=CC(=CC(=C1)OC)OC Methyl-5-(3,5-dimethoxyphenyl)-1H-pyrazole ethyl-4-cyclopropyloxy-2-fluoropyridine-3-carboxylate